C(C)OC(C(C#N)C1=C(C=CC(=C1)Br)[N+](=O)[O-])=O 2-(5-bromo-2-nitrophenyl)-2-cyanoacetic acid ethyl ester